Benzyl (R)-5-(((S)-1-amino-1-oxo-3-((S)-2-oxopyrrolidin-3-yl)propan-2-yl)carbamoyl)-3,3-dimethyl-1,3-azasilolidine-1-carboxylate NC([C@H](C[C@H]1C(NCC1)=O)NC(=O)[C@@H]1C[Si](CN1C(=O)OCC1=CC=CC=C1)(C)C)=O